cyclohexane silver butyrate C(CCC)(=O)[O-].[Ag+].C1CCCCC1